O=S1(CCC(CC1)NC1=C2C=C(N(C2=CC=C1)CC(F)(F)F)C1=CC=C(C(=O)N)C=C1)=O 4-{4-[(1,1-dioxo-1λ6-thian-4-yl)amino]-1-(2,2,2-trifluoroethyl)-1H-indol-2-yl}benzamide